(3-(4-fluoro-1-methyl-1H-indazol-5-yl)-2-oxo-2,3-dihydro-1H-imidazol-1-yl)-2-(4-fluoro-3,5-dimethylphenyl)-6,7-dihydropyrazolo[1,5-a]pyrazine-5(4H)-carboxylic acid tert-butyl ester C(C)(C)(C)OC(=O)N1CC=2N(CC1)N=C(C2N2C(N(C=C2)C=2C(=C1C=NN(C1=CC2)C)F)=O)C2=CC(=C(C(=C2)C)F)C